1-(tert-butyl)-N-(2-methyl-4-(3-(piperidin-3-yl)pyridin-4-yl)benzyl)-1H-1,2,3-triazole-4-carboxamide hydrochloride Cl.C(C)(C)(C)N1N=NC(=C1)C(=O)NCC1=C(C=C(C=C1)C1=C(C=NC=C1)C1CNCCC1)C